FC1=CC=C(C=C1)N1C(NC(C=C1)=O)=O (4-fluorophenyl)-2,4-dioxo-1,2,3,4-tetrahydropyrimidine